N-[3-(azepan-1-yl)-4-(hydrazinecarbonyl)phenyl]cyclopropanecarboxamide N1(CCCCCC1)C=1C=C(C=CC1C(=O)NN)NC(=O)C1CC1